NC1=C(C=CC=C1)NC1=NC(=NC=C1C(F)(F)F)NC1CNCCC1 N4-(2-aminophenyl)-N2-(piperidin-3-yl)-5-(trifluoromethyl)pyrimidine-2,4-diamine